3-bromo-7-hydroxy-2,2-dimethyl-6-(trifluoromethoxy)chroman-4-one (4-fluorophenolate) platinum(II) [Pt+2].FC1=CC=C(C=C1)[O-].BrC1C(OC2=CC(=C(C=C2C1=O)OC(F)(F)F)O)(C)C.FC1=CC=C(C=C1)[O-]